N=1N=CN2C1C(=NC=C2)CN(CC=2OC=CC2)C2=CC(=CC=C2)Br ([1,2,4]triazolo[4,3-a]pyrazin-8-yl)-N-(3-bromophenyl)-N-(furan-2-ylmethyl)methylamine